N-(3-(1-(4-fluorophenyl)-1H-indol-7-yl)-1H-pyrazol-5-yl)-4-((1-methylpiperidin-4-yl)amino)benzamide FC1=CC=C(C=C1)N1C=CC2=CC=CC(=C12)C1=NNC(=C1)NC(C1=CC=C(C=C1)NC1CCN(CC1)C)=O